2-fluoro-5-((4-oxo-3,4-dihydro-phthalazin-1-yl)methyl)-N-(piperidin-4-yl)benzamide FC1=C(C(=O)NC2CCNCC2)C=C(C=C1)CC1=NNC(C2=CC=CC=C12)=O